Methyl 4-(2-cyclopropyl-3-fluorophenyl)-2-methyl-5-oxo-1,4,5,7-tetrahydrofurano[3,4-b]pyridine-3-carboxylate C1(CC1)C1=C(C=CC=C1F)C1C2=C(NC(=C1C(=O)OC)C)COC2=O